6-amino-2-[S(R)-ethylsulphonyl]-9-[(4-bromophenyl)methyl]-N-methyl-8-oxo-N-propyl-purine-7-carboxamide NC1=C2N(C(N(C2=NC(=N1)S(=O)(=O)CC)CC1=CC=C(C=C1)Br)=O)C(=O)N(CCC)C